1-{4-[bis(dimethylamino)ethylsilyl]phenyl}-1-phenylethene CN(C)C(C[SiH2]C1=CC=C(C=C1)C(=C)C1=CC=CC=C1)N(C)C